2-carbonylpiperazine-1-carboxylate C(=O)=C1N(CCNC1)C(=O)[O-]